NC1=CC=C(C(=N1)C(=O)N[C@H](C)C1=CC=CC2=CC=CC=C12)C (R)-6-amino-3-methyl-N-(1-(naphthalen-1-yl)ethyl)picolinamide